C1(CC1)C1=C(C(=NO1)C1=C(C=CC=C1)C(F)(F)F)C(=O)O[C@H]1[C@@H]2CN([C@H](C1)C2)C=2SC1=C(N2)C(=CC(=C1)C(=O)O)OC(F)(F)F 2-[(1s,4s,5r)-5-{5-cyclopropyl-3-[2-(trifluoromethyl)phenyl]-1,2-oxazole-4-carbonyloxy}-2-azabicyclo[2.2.1]heptan-2-yl]-4-(trifluoromethoxy)-1,3-benzothiazole-6-carboxylic acid